methyl 5-isopropyl-2-oxo-1,5,6,7-tetrahydrocyclopenta[b]pyridine-3-carboxylate C(C)(C)C1CCC=2NC(C(=CC21)C(=O)OC)=O